C(C1=CC=CC=C1)C1CCN(CC1)CCNC(=O)C=1NC2=CC=C(C=C2C1)OC N-(2-(4-Benzylpiperidin-1-yl)ethyl)-5-methoxy-1H-indole-2-carboxamide